rac-tert-butyl (3R,4S)-3-hydroxy-4-methoxypyrrolidine-1-carboxylate O[C@@H]1CN(C[C@@H]1OC)C(=O)OC(C)(C)C |r|